(3R,5R,8R,9R,10S,13S,14S,17S)-N-(5-cyanopyrazin-2-yl)-3-hydroxy-13-methyl-3-propylhexadecahydro-1H-cyclopenta[a]phenanthrene-17-carboxamide C(#N)C=1N=CC(=NC1)NC(=O)[C@H]1CC[C@H]2[C@@H]3CC[C@@H]4C[C@](CC[C@@H]4[C@H]3CC[C@]12C)(CCC)O